ClC1=NC=C(C#N)C(=C1)NC1=CC=CC=C1 6-chloro-4-(phenylamino)nicotinonitrile